ClC=1C=C(C=CC1F)[C@@H]1N(OCC1)C1=CC(=NC=N1)NC=1C(=CC(=C(C1)NC(C=C)=O)N1CCC(CC1)N1C[C@@H](CC1)N(C)C)OC N-(5-((6-((R)-3-(3-chloro-4-fluorophenyl)isoxazolidine-2-yl)pyrimidine-4-yl)amino)-2-(4-((R)-3-(dimethylamino)pyrrolidine-1-yl)piperidine-1-yl)-4-methoxyphenyl)acrylamide